NC1=NC=2C=CC(=CC2C2=C1[C@H](OC2)C)C(=O)N2[C@@H](COCC2)C2=CC(=NC=C2)C(F)(F)F ((3R)-4-amino-3-methyl-1,3-dihydrofuro[3,4-c]quinolin-8-yl)((3R)-3-(2-(trifluoromethyl)-4-pyridinyl)-4-morpholinyl)methanone